non-6-ene CCCCCC=CCC